FC1=CC(=C(C=C1)C1=CC(=CC=C1)C=1OC2=C(N1)C(=CC=C2)OC)C2=NN=CN2C 2-(4'-Fluoro-2'-(4-methyl-4H-1,2,4-triazol-3-yl)-[1,1'-biphenyl]-3-yl)-4-methoxybenzo[d]oxazole